3-n-octadecylthiophene CCCCCCCCCCCCCCCCCCC1=CSC=C1